(R)-N-[(1R)-1-[3-(difluoromethyl)-6-fluoro-2-morpholino-4-oxo-quinazolin-8-yl]eth-yl]-2-methyl-propane-2-sulfinamide FC(N1C(=NC2=C(C=C(C=C2C1=O)F)[C@@H](C)N[S@](=O)C(C)(C)C)N1CCOCC1)F